[N+](=O)([O-])C1=C(C=CC=C1)S(=O)(=O)N[C@@H](C)C1CCC(CC1)NC(OC(C)(C)C)=O tert-butyl [(1S,4r)-4-{(1S)-1-[(2-nitrobenzene-1-sulfonyl)amino]ethyl}cyclohexyl]carbamate